ClC1=NC(=NC2=CC(=C(C=C12)OC)OC)C1=CC=C(C=C1)F 4-chloro-2-(4-fluorophenyl)-6,7-dimethoxyquinazoline